N'-((2,2-difluorobenzo[d][1,3]dioxol-4-yl)methyl)-N-methylacetohydrazide FC1(OC2=C(O1)C=CC=C2CNN(C(C)=O)C)F